CC1=NC(=CC(=N1)NC1=NN2C(C=C(C=C2)C2=C(N=NC(=C2)C)OC2CCC(CC2)O)=C1)C 4-[4-[2-[(2,6-dimethylpyrimidin-4-yl)amino]pyrazolo[1,5-a]pyridin-5-yl]-6-methyl-pyridazin-3-yl]oxycyclohexanol